5-(3,5-bis(trifluoromethyl)phenyl)pent-4-yn-1-ol FC(C=1C=C(C=C(C1)C(F)(F)F)C#CCCCO)(F)F